9-methyl-9-n-butoxycarbonyltetracyclo[6.2.1.13,6.02,7]Dodeca-4-ene CC1(C2C3C4C=CC(C3C(C1)C2)C4)C(=O)OCCCC